C(#C)[C@@H]1N(CCC1)C(=O)OCC[Si](C)(C)C 2-(trimethylsilyl)ethyl (R)-2-ethynylpyrrolidine-1-carboxylate